2-(5-(3,5-dichlorophenyl)-5-(trifluoromethyl)-4,5-dihydroisoxazol-3-yl)-N-(thiophen-2-ylmethyl)-2,3-dihydro-1H-pyrrolo[3,4-c]pyridine-6-carboxamide ClC=1C=C(C=C(C1)Cl)C1(CC(=NO1)N1CC=2C=NC(=CC2C1)C(=O)NCC=1SC=CC1)C(F)(F)F